FC(C(C)(C)NC(C(=O)N[C@H](C(N[C@@H](C[C@H]1C(NCC1)=O)C(COC(F)(F)F)=O)=O)CC(C)C)=O)F N1-(1,1-difluoro-2-methylpropan-2-yl)-N2-((S)-4-methyl-1-oxo-1-(((S)-3-oxo-1-((S)-2-oxopyrrolidin-3-yl)-4-(trifluoromethoxy)butan-2-yl)amino)pentan-2-yl)oxalamide